1-(3-((5-chloro-2-((1-methyl-1H-pyrazol-4-yl)amino)pyrimidin-4-yl)amino)piperidin-1-yl)-2-fluoroprop-2-en-1-one ClC=1C(=NC(=NC1)NC=1C=NN(C1)C)NC1CN(CCC1)C(C(=C)F)=O